N-(3-Chlorophenyl)-N1-(4-fluorophenyl)-6-pyrrolidin-1-yl-[1,3,5]triazine-2,4-diamine hydrochloride Cl.ClC=1C=C(C=CC1)NC1N(C(=NC(=N1)N)N1CCCC1)C1=CC=C(C=C1)F